4-phenylcarbonylthiotetrahydrothiophene-1,1-dioxide C1(=CC=CC=C1)C(=O)SC1CCS(C1)(=O)=O